(S)-7-bromo-1-(((tert-butyldimethylsilyl)oxy)methyl)-5-fluoro-2,3-dihydro-1H-benzo[d]pyrrolo[1,2-a]imidazole BrC1=CC2=C(N=C3N2[C@@H](CC3)CO[Si](C)(C)C(C)(C)C)C(=C1)F